3-(piperidin-4-yloxy)-5-(trifluoromethyl)pyridine hydrochloride Cl.N1CCC(CC1)OC=1C=NC=C(C1)C(F)(F)F